trans-4-[5-chloro-6-oxo-4-(tetrahydropyran-3-ylmethylamino)pyridazin-1-yl]cyclohexanecarbaldehyde ClC1=C(C=NN(C1=O)[C@@H]1CC[C@H](CC1)C=O)NCC1COCCC1